3-({4-[methyl-(3-methyl-1H-indazol-6-yl)amino]-2-pyrimidinyl}amino)benzamide CN(C1=NC(=NC=C1)NC=1C=C(C(=O)N)C=CC1)C1=CC=C2C(=NNC2=C1)C